1-aminopentane-1,2,3,4,5-pentol NC(C(C(C(CO)O)O)O)O